2-chloro-1-fluoro-3-nitro-benzene ClC1=C(C=CC=C1[N+](=O)[O-])F